2-(2'-(4-methyl-4H-1,2,4-triazol-3-yl)-[1,1'-biphenyl]-3-yl)-4-(trifluoromethyl)isoindolin-1-one CN1C(=NN=C1)C1=C(C=CC=C1)C1=CC(=CC=C1)N1C(C2=CC=CC(=C2C1)C(F)(F)F)=O